C1(=CC=CC=C1)C1C=CC2=CC=C3C=CC=NC3=C2N1C1=CC=CC=C1 9,10-diphenylphenanthroline